CN1C(=NN=C1)[C@H](CC1COC1)C=1C=C(C=CC1)N1C(C2=CC(=CC(=C2C1)C(F)(F)F)CNC1(CCC1)C)=O (R)-2-(3-(1-(4-methyl-4H-1,2,4-triazol-3-yl)-2-(oxetan-3-yl)ethyl)phenyl)-6-(((1-methylcyclobutyl)amino)methyl)-4-(trifluoromethyl)isoindolin-1-one